(2,3,4,5,6-pentafluorophenyl) 3-[2-[2-[2-[2-[2-[2-(2,5-dioxopyrrol-1-yl)ethoxy]ethoxy]ethoxy]ethoxy]ethoxy]ethoxy]propanoate O=C1N(C(C=C1)=O)CCOCCOCCOCCOCCOCCOCCC(=O)OC1=C(C(=C(C(=C1F)F)F)F)F